C1(=CC=CC=C1)P(C1=CC=CC=C1)(C1=CC=CC=C1)=CC(=O)O.C(C)(=O)O acetate (triphenylphosphanylidene acetate)